CC(C(=O)P(C1=CC=CC=C1)(C1=CC=CC=C1)=O)(CCCCCCC)C 2,2-dimethyl-nonanoyl-diphenylphosphine oxide